ClC=1C=C2C=CN=C(C2=CC1)N(C(C1=NC=C(C=C1)C=1N=NC=CC1)=O)[C@H]1CNCCC1 (R)-N-(6-chloroisoquinolin-1-yl)-N-(piperidin-3-yl)-5-(pyridazin-3-yl)picolinamide